2-{2-(2-methoxyethoxy)ethoxy}ethanol COCCOCCOCCO